C(#N)C(=C(OC)C1=CC=C(C=C1)CNC(C1=C(C=CC(=C1)F)OC)=O)C#N N-[[4-(2,2-dicyano-1-meth-oxy-vinyl)phenyl]methyl]-5-fluoro-2-methoxy-benzamide